4-(4-Hydroxy-2,3,5-trimethylphenyl)-2-methylbenzene-1,3-diol OC1=C(C(=C(C=C1C)C1=C(C(=C(C=C1)O)C)O)C)C